O=C1CC2(C1)CC(C(=NC2)NC2=CC(=C(OC1=C3C(=NC=C1)NC=C3C3=CC=C(C=C3)C(=O)N3C[C@@H](O[C@@H](C3)C)C)C(=C2)F)F)=O (4-(4-(4-((2,6-dioxo-8-azaspiro[3.5]non-7-en-7-yl)amino)-2,6-difluorophenoxy)-1H-pyrrolo[2,3-b]pyridin-3-yl)phenyl)(cis-2,6-dimethylmorpholino)methanone